C(CCCCCCC\C=C/CCCCCCCC)C(C[N+](C)(CCO)CC(CCCCCCCC\C=C/CCCCCCCC)C(=O)O)C(=O)O Di-(Oleyl-carboxyethyl)Hydroxyethyl-Methylammonium